2-(5-ethynyl-3-morpholinopyridinoyl)hydrazine-1-carboxylic acid tert-butyl ester C(C)(C)(C)OC(=O)NNC(=O)C1=NC=C(C=C1N1CCOCC1)C#C